The molecule is a phosphatidylcholine 42:0 in which the acyl groups specified at positions 1 and 2 are eicosanoyl and docosanoyl respectively. It derives from an icosanoic acid and a docosanoic acid. CCCCCCCCCCCCCCCCCCCCCC(=O)O[C@H](COC(=O)CCCCCCCCCCCCCCCCCCC)COP(=O)([O-])OCC[N+](C)(C)C